(R)-1-(2-fluorophenyl)ethan-1-amine FC1=C(C=CC=C1)[C@@H](C)N